Tert-Butyl 3-(Hydroxymethyl)-4-Methylpiperazine-1-Carboxylate OCC1CN(CCN1C)C(=O)OC(C)(C)C